N-(2-fluoro-4-(2-(methoxymethyl)piperazin-1-yl)phenyl)-7-methoxy-2-methylimidazo[1,2-a]pyridine-6-carboxamide FC1=C(C=CC(=C1)N1C(CNCC1)COC)NC(=O)C=1C(=CC=2N(C1)C=C(N2)C)OC